Methyl 6-((2-acrylamidophenyl)amino)-6-oxohexanoate C(C=C)(=O)NC1=C(C=CC=C1)NC(CCCCC(=O)OC)=O